2-({6-[(1,3-Benzothiazol-2-yl)amino]-4-ethyl-5-methylpyridazin-3-yl}amino)-1,3-thiazole-4-carboxylic acid S1C(=NC2=C1C=CC=C2)NC2=C(C(=C(N=N2)NC=2SC=C(N2)C(=O)O)CC)C